1-(4-(2,6-dioxopiperidin-3-yl)-3,5-difluorophenyl)azetidine-3-carboxylic acid O=C1NC(CCC1C1=C(C=C(C=C1F)N1CC(C1)C(=O)O)F)=O